F[P-](F)(F)(F)(F)F.C1(=C(C(=CC(=C1)C)C)N1C(N(C(C1)C[N+](C)(C)C)C1=C(C=C(C=C1C)C)C)=[Ru-4](=CC1=C(C=CC=C1)OC(C)C)(Cl)Cl)C (1,3-dimesityl-4-((trimethylammonio)methyl)imidazolidin-2-ylidene)dichloro(2-isopropoxybenzylidene)ruthenium(II) hexafluorophosphate